Racemic-N-(4-{[6-(5-chloro-2-fluorophenyl)-3-({[3-(methoxymethyl)-2-oxooxolan-3-yl]methyl}(methyl)amino)pyridazin-4-yl]amino}pyridin-2-yl)-3-(4-methylpiperazin-1-yl)propanamide ClC=1C=CC(=C(C1)C1=CC(=C(N=N1)N(C)C[C@@]1(C(OCC1)=O)COC)NC1=CC(=NC=C1)NC(CCN1CCN(CC1)C)=O)F |r|